5-(imidazo[1,2-b]pyridazin-6-yl)-N-(oxetan-3-yl)pyrrolo[2,1-f][1,2,4]triazin-2-amine N=1C=CN2N=C(C=CC21)C=2C=CN1N=C(N=CC12)NC1COC1